3-((2S)-3-(8-(4-chloropyridin-2-yl)-1-oxa-8-azaspiro[4.5]decan-3-ylamino)-2-hydroxypropoxy)-N-methylbenzenesulfonamide ClC1=CC(=NC=C1)N1CCC2(CC(CO2)NC[C@@H](COC=2C=C(C=CC2)S(=O)(=O)NC)O)CC1